9-(4-chloro-2-fluorophenyl)-7-[(2S,4R)-2-(1-cyclopropylpyrazol-4-yl)oxan-4-yl]-2,3-dimethylpyrimido[1,2-b]pyridazin-4-one ClC1=CC(=C(C=C1)C=1C=2N(N=C(C1)[C@H]1C[C@H](OCC1)C=1C=NN(C1)C1CC1)C(C(=C(N2)C)C)=O)F